C1(=CC=CC=C1)[C@@H]1[C@H](CN(C1)C(=O)O)C(NC1=CC=C(C=C1)C=1C=NC=CC1)=O (3R,4S)-4-phenyl-3-{[4-(pyridin-3-yl)phenyl]Carbamoyl}pyrrolidine-1-carboxylic acid